(R)-3-(pyrrolidin-2-ylmethyl)-1H-indole-2,4,5,6,7-d5 N1[C@H](CCC1)CC1=C(NC2=C(C(=C(C(=C12)[2H])[2H])[2H])[2H])[2H]